BrC1=NC=CC(=C1)C1=CC(=NN1)C=1C=CC(=NC1)N(C)C 5-[5-(2-bromopyridin-4-yl)-1H-pyrazol-3-yl]-N,N-dimethylpyridin-2-amine